C(\C(\C)=C/C(=O)[O-])(=O)OC1(CCCC1)C monomethylcyclopentyl citraconate